5-(pyrrolidin-1-yl)pentan-1-amine N1(CCCC1)CCCCCN